(5-(2-Fluoro-6-methylphenyl)-1H-pyrazolo[3,4-c]pyridin-3-yl)-4-(4-methylpiperazin-1-yl)benzamide FC1=C(C(=CC=C1)C)C=1C=C2C(=CN1)NN=C2C2=C(C(=O)N)C=CC(=C2)N2CCN(CC2)C